5-{[(2,2-dimethylpropionyl)amino]methyl}-N-[1-(6-methylpyridin-3-yl)-1H-indazol-4-yl]-2-(trifluoromethyl)benzamide CC(C(=O)NCC=1C=CC(=C(C(=O)NC2=C3C=NN(C3=CC=C2)C=2C=NC(=CC2)C)C1)C(F)(F)F)(C)C